calcium dicyclopentadienedicarbate ethyl-1-(3-chlorophenyl)-6-(6-fluoro-1,2,3,4-tetrahydroisoquinolin-7-yl)-7-oxo-4,5-dihydropyrazolo[3,4-c]pyridine-3-carboxylate hydrochloride Cl.C(C)OC(=O)C1=NN(C=2C(N(CCC21)C2=C(C=C1CCNCC1=C2)F)=O)C2=CC(=CC=C2)Cl.C2(C=CC=C2)(C(=O)[O-])C(=O)[O-].C2(C=CC=C2)(C(=O)[O-])C(=O)[O-].[Ca+2].[Ca+2]